ClC1=NC(=CC(=N1)Cl)C(C)(C)F 2,4-dichloro-6-(2-fluoroprop-2-yl)pyrimidine